(S)-2-(p-chlorophenoxy)butyric acid ClC1=CC=C(O[C@H](C(=O)O)CC)C=C1